1-(4-(aminomethyl)-1-oxo-1,2-dihydrophthalazin-6-yl)-N-((5-iodo-4-methylthiazol-2-yl)methyl)-N-(5,6,7,8-tetrahydroquinolin-8-yl)cyclopropane-1-carboxamide NCC1=NNC(C2=CC=C(C=C12)C1(CC1)C(=O)N(C1CCCC=2C=CC=NC12)CC=1SC(=C(N1)C)I)=O